C(=O)O.NC1CC(C1)C(=O)NCCCNC(C1=C(C=C(C=C1)NC=1C=2N(C=CN1)C(=CN2)C=2C(=NNC2)C(F)(F)F)CC)=O N-(3-((1r,3r)-3-aminocyclobutane-1-carboxamido)propyl)-2-ethyl-4-((3-(3-(trifluoromethyl)-1H-pyrazol-4-yl)imidazo[1,2-a]pyrazin-8-yl)amino)benzamide formate